3-chloro-2-methoxy-5,6,7,8-tetrahydronaphthalene-1-carbaldehyde ClC=1C(=C(C=2CCCCC2C1)C=O)OC